CC1=CC(=NN1)NC1=C2C(=NC(=N1)NC1CC3CCC(C1)N3CCC#N)NN=C2 3-((3-exo)-3-((4-((5-methyl-1H-pyrazol-3-yl)amino)-1H-pyrazolo[3,4-d]pyrimidin-6-yl)amino)-8-azabicyclo[3.2.1]octan-8-yl)propionitrile